9,9-bis[4-(2-acryloyloxy-(phenoxymethyl)ethoxycarbamoyl)-(3-methyl)phenyl]fluorene C(C=C)(=O)OCCON(C(=O)C1=C(C=C(C=C1)C1(C2=CC=CC=C2C=2C=CC=CC12)C1=CC(=C(C=C1)C(N(OCCOC(C=C)=O)COC1=CC=CC=C1)=O)C)C)COC1=CC=CC=C1